4-amino-N-[N2-[N-[N-[N-((R)-2-phenylpropyl)glycyl]-D-phenylalanyl]-D-leucyl]-D-lysyl]piperidine-4-carboxylic acid NC1(CCN(CC1)C([C@H](NC([C@H](NC([C@H](NC(CNC[C@H](C)C1=CC=CC=C1)=O)CC1=CC=CC=C1)=O)CC(C)C)=O)CCCCN)=O)C(=O)O